C1(CC1)C1=CC(=C(C=C1F)NC1=CC(=NC=C1C(=O)NOCC)NC=1N=NC(=CC1)C)N(S(=O)(=O)C)C 4-((4-cyclopropyl-5-fluoro-2-(N-methyl-methanesulfonamido)phenyl)amino)-N-ethoxy-6-((6-methyl-pyridazin-3-yl)amino)nicotinamide